C(C)(C)(C)C1=C(C(C=O)=CC(=C1)C(C)(C)C)O 3,5-Di-tert-butylsalicylaldehyde